[Eu+2].BrC=1C(=C(C=CC1)C(C)O)OC 1-(3-bromo-2-methoxyphenyl)ethanol Europium(II)